4-(6-Chloro-pyridazin-3-yl)-2,2-dimethyl-morpholine ClC1=CC=C(N=N1)N1CC(OCC1)(C)C